BrC=1C=CC(=C(C(=O)NCC=2C=NC(=C(C2)F)OC(C)C)C1)F 5-Bromo-2-fluoro-N-((5-fluoro-6-isopropoxypyridin-3-yl)methyl)benzamide